ClC=1C=C(C=CC1)[C@@H]1[C@H](C1)C(=O)NC1=NC=NC(=C1)NCC1=NN2C(C=C(C=C2CCC(C)(C)O)C2CC2)=C1 (1S,2S)-2-(3-chlorophenyl)-N-(6-(((5-cyclopropyl-7-(3-hydroxy-3-methylbutyl)pyrazolo[1,5-a]pyridin-2-yl)methyl)amino)pyrimidin-4-yl)cyclopropane-1-carboxamide